(4-(3-methoxyoxetan-3-yl)phenyl)(4-(4-(trifluoromethyl)phenoxy)piperidin-1-yl)methanone COC1(COC1)C1=CC=C(C=C1)C(=O)N1CCC(CC1)OC1=CC=C(C=C1)C(F)(F)F